ClC=1C=C2C(CO[C@]3(C[C@@H](N([C@@H](C3)C=3N=NN(C3)C)C(C(F)(F)F)=O)C)C2=CC1)=O (1S,2'S,6'S)-6-chloro-2'-methyl-6'-(1-methyl-1H-1,2,3-triazol-4-yl)-1'-(2,2,2-trifluoroacetyl)spiro[isochromane-1,4'-piperidin]-4-one